2-(dimethylamino)-1-(3-fluoro-5-iodophenyl)ethan-1-ol CN(CC(O)C1=CC(=CC(=C1)I)F)C